C(C)N1C(NC2=C(C1=O)SC(=C2)CN2CCN(CC2)C=2C=CC(=NC2C)C(=O)NC2COC2)=O 5-(4-((3-ethyl-2,4-dioxo-1,2,3,4-tetrahydrothieno[3,2-d]pyrimidin-6-yl)methyl)piperazin-1-yl)-6-methyl-N-(oxetan-3-yl)picolinamide